COC1=CC=C(C=C1)C1(C=CC2=C(O1)C1=CC=CC=C1C(=C2C(=O)OCCOCCOCCOCCO)C2=CC=CC=C2)C2=CC=C(C=C2)OC 2,2-Bis(4-methoxyphenyl)-5-(2-(2-(2-(2-hydroxyethoxy)ethoxy)ethoxy)-ethoxycarbonyl)-6-phenyl-[2H]-naphtho[1,2-b]pyran